(2S)-1-({((1S)-1-cyano-2-[(3S)-2-oxopyrrolidin-3-yl]ethyl)amino}-4-methyl-1-oxopentan-2-yl)-4-methoxy-7-(trifluoromethyl)-1H-indole-2-carboxamide C(#N)[C@H](C[C@H]1C(NCC1)=O)NCC(C[C@@H](C=O)N1C(=CC2=C(C=CC(=C12)C(F)(F)F)OC)C(=O)N)C